COC(=O)C1CC2C(NC1C1=CC=C(C=C1)NC1CCCC1)COC2.C(C)NCC(=O)NC2=CC=C(C=C2)C#CC#CC2=CC=CC=C2 2-(ethylamino)-N-[4-(4-phenylbuta-1,3-diynyl)phenyl]acetamide cis-methyl-2-[4-(cyclopentylamino)phenyl]-1,2,3,4,4a,5,7,7a-octahydrofuro[3,4-b]pyridine-3-carboxylate